(±)-4-(2-Cyclopentylazepan-1-yl)-6-methylpyrimidine-2-amine C1(CCCC1)[C@@H]1N(CCCCC1)C1=NC(=NC(=C1)C)N |r|